(2R,3R)-2-(6-chloro-2-(hex-1-yn-1-yl)-8-(6-methoxypyridin-2-yl)-9H-purin-9-yl)tetrahydrofuran-3-yl acetate C(C)(=O)O[C@H]1[C@@H](OCC1)N1C2=NC(=NC(=C2N=C1C1=NC(=CC=C1)OC)Cl)C#CCCCC